FC1(OC2=C(O1)C=CC(=C2)NC2=NC=C(C(=N2)N2C=C(C=C2)C(=O)N)C)F 1-(2-((2,2-difluorobenzo[d][1,3]dioxol-5-yl)amino)-5-methylpyrimidin-4-yl)-1H-pyrrole-3-carboxamide